ONC(CCC(=O)NO)=O N,N'-di-hydroxy-succinamide